2-{3-[(3-methoxy-1-methyl-1H-pyrazol-4-yl)amino]-1-methyl-1H-indazol-6-yl}propan-2-ol COC1=NN(C=C1NC1=NN(C2=CC(=CC=C12)C(C)(C)O)C)C